C(C1=CC=CC=C1)(=O)O[C@@H]1[C@@H]([C@@H](C=2N(N=C(C21)C(F)(F)F)CC2=CC=C(C=C2)OC)F)F [(4S,5S,6R)-5,6-difluoro 1-[(4-methoxyphenyl)methyl]-3-(trifluoromethyl)-5,6-dihydro-4H-cyclopenta[c]pyrazol-4-yl] benzoate